2-chloro-4-(phenylamino)pyrimidine-5-carbonitrile ClC1=NC=C(C(=N1)NC1=CC=CC=C1)C#N